NC=1C2=C(N=CN1)N(C=C2C2=CC=C(C=C2)NC(=O)C2=NN(C=C(C2=O)C2=NC=C(C=C2)F)C(C)C)C2COC2 N-[4-[4-Amino-7-(oxetan-3-yl)-7H-pyrrolo[2,3-d]pyrimidin-5-yl]phenyl]-5-(5-fluoropyridin-2-yl)-1-isopropyl-4-oxo-1,4-dihydropyridazine-3-carboxamide